pentanoyl 3-methylbutyryl peroxide CC(CC(=O)OOC(CCCC)=O)C